potassium perchlorate, calcium salt [Ca+2].Cl(=O)(=O)(=O)[O-].[K+].Cl(=O)(=O)(=O)[O-].Cl(=O)(=O)(=O)[O-]